CN1CC(C1)OC=1C=C(C(=O)N[C@H](C)C=2N=NC(=CC2)C(F)(F)F)C=C(C1)C=1SC(=CN1)C 3-[(1-methylazetidin-3-yl)oxy]-5-(5-methyl-1,3-thiazol-2-yl)-N-{(1R)-1-[6-(trifluoromethyl)pyridazin-3-yl]ethyl}benzamide